tert-butyl-(E)-4-(4-(3-(1-benzylpiperidin-4-yl) acryloyl) phenyl)-3,6-dihydropyridine-1(2H)-carboxylate C(C)(C)(C)OC(=O)N1CCC(=CC1)C1=CC=C(C=C1)C(\C=C\C1CCN(CC1)CC1=CC=CC=C1)=O